C(C)(C)(C)OC(=O)N1CCC(CC1)(F)C=1OC(=NN1)[C@@]12CN(C[C@]2(C1)C(F)(F)F)C=1C=2N(C(=CC1)C#N)N=CC2 4-(5-((1S,5R)-3-(7-cyanopyrazolo[1,5-a]pyridin-4-yl)-5-(trifluoromethyl)-3-azabicyclo[3.1.0]hexane-1-yl)-1,3,4-oxadiazol-2-yl)-4-fluoropiperidine-1-carboxylic acid tert-butyl ester